tert-Butyl [2-{[tert-butyl(dimethyl)silyl]oxy}-2-(piperidin-4-yl)ethyl]carbamate [Si](C)(C)(C(C)(C)C)OC(CNC(OC(C)(C)C)=O)C1CCNCC1